N-[1-(4-aminophenyl)-3-methyl-pyrazol-4-yl]-N-methyl-4-(trifluoromethoxy)benzamide NC1=CC=C(C=C1)N1N=C(C(=C1)N(C(C1=CC=C(C=C1)OC(F)(F)F)=O)C)C